bis(sulfosuccinimidyl)glutaric acid-d S(=O)(=O)(O)C1C(=O)N(C(C1)=O)C(C(=O)O)(CCC(=O)O[2H])N1C(C(CC1=O)S(=O)(=O)O)=O